methyl 4-carbonyl-4,5-dihydroimidazo[1,5-a]quinoxaline-8-carboxylate C(=O)=C1C=2N(C3=CC(=CC=C3N1)C(=O)OC)C=NC2